N-(8-(4,4-difluoropiperidin-1-yl)imidazo[1,2-a]pyrazin-6-yl)-4-((2-hydroxyethyl)sulfonylamino)-5-methyl-2-(6-azaspiro[2.5]oct-6-yl)benzamide FC1(CCN(CC1)C=1C=2N(C=C(N1)NC(C1=C(C=C(C(=C1)C)NS(=O)(=O)CCO)N1CCC3(CC3)CC1)=O)C=CN2)F